C(C)(C)(C)OC(NC=1N=NC=C(C1)N1C2COCC1C2)=O N-[5-[3-oxa-6-azabicyclo[3.1.1]heptan-6-yl]pyridazin-3-yl]carbamic acid tertbutyl ester